O=C1NC(=CC=C1C(=O)NC(C1=CC=C(C=C1)N1CCCCC1)C1=CC=CC=C1)C(F)(F)F 2-oxo-N-(phenyl(4-(piperidin-1-yl)phenyl)methyl)-6-(trifluoromethyl)-1,2-dihydropyridine-3-carboxamide